tert-Butyl 2-(5-hydroxy-2,3-dihydro-1H-inden-4-yl)acetate OC=1C(=C2CCCC2=CC1)CC(=O)OC(C)(C)C